C(C)OC1=CC=CC2=C1OC=1CN(CCC12)CCCN1N=CC(N(C1=O)C)=O 2-(3-(8-ethoxy-3,4-dihydrobenzofuro[2,3-c]pyridin-2(1H)-yl)propyl)-4-methyl-1,2,4-triazine-3,5(2H,4H)-dione